pentanoylAmine trifluoroacetate FC(C(=O)O)(F)F.C(CCCC)(=O)N